rac-(2-(((2R,3S,4R,5R)-5-(6-chloro-4-(cyclopentylamino)-1H-pyrazolo[3,4-d]pyrimidin-1-yl)-3,4-dihydroxytetrahydrofuran-2-yl)methoxy)-1-ethoxy-3-hydroxypropan-2-yl)phosphonic acid ClC1=NC(=C2C(=N1)N(N=C2)[C@H]2[C@@H]([C@@H]([C@H](O2)CO[C@](COCC)(CO)P(O)(O)=O)O)O)NC2CCCC2 |&1:17|